(R)-cyclopropyl(4-(6-(4-(morpholin-2-yl)phenyl)pyrrolo[1,2-b]pyridazin-4-yl)piperazin) C1(CC1)N1CCN(CC1)C=1C=2N(N=CC1)C=C(C2)C2=CC=C(C=C2)[C@@H]2CNCCO2